(2S,4R)-1-[2-(1H-1,2,3-benzotriazol-1-yl)acetyl]-4-fluoro-N-[(S)-[6-fluoro-5-(1-methylcyclopropyl)pyridin-2-yl](phenyl)methyl]pyrrolidine-2-carboxamide N1(N=NC2=C1C=CC=C2)CC(=O)N2[C@@H](C[C@H](C2)F)C(=O)N[C@@H](C2=CC=CC=C2)C2=NC(=C(C=C2)C2(CC2)C)F